(2,5-difluorophenyl)-N-(4-((6,7-dimethoxyquinazolin-4-yl)oxy)-2-fluorophenyl)-2-oxo-1,2,4,5,6,7-hexahydropyrazolo[1,5-a]pyridine-3-carboxamide FC1=C(C=C(C=C1)F)N1C(C(=C2N1CCCC2)C(=O)NC2=C(C=C(C=C2)OC2=NC=NC1=CC(=C(C=C21)OC)OC)F)=O